ClC=1C=C2C(=C3C1NC(NC31CCCCC1)=O)OC(=N2)C(=O)NC[C@@H]2COCC2 5-chloro-7-oxo-N-[(3R)-oxolan-3-ylmethyl]-7,8-dihydro-6H-spiro[[1,3]oxazolo[5,4-f]quinazoline-9,1'-cyclohexane]-2-carboxamide